C(C)N1C(=NC2=C1C=C(C(=C2F)C#C[Si](C)(C)C)F)C 1-ethyl-4,6-difluoro-2-methyl-5-((trimethylsilyl)ethynyl)-1H-benzo[d]imidazole